1,3-di-n-butyl-1,3-diethyldisiloxane C(CCC)[SiH](O[SiH](CC)CCCC)CC